FC1=CC=C(CC2=C(C3=C(COCC3)S2)C(=O)N)C=C1 2-(4-fluorobenzyl)-4,7-dihydro-5H-thieno[2,3-c]pyran-3-carboxamide